(3-Amino-4-chloropyridin-2-yl)(7-fluoro-1-tosyl-1H-indazol-4-yl)methanone NC=1C(=NC=CC1Cl)C(=O)C1=C2C=NN(C2=C(C=C1)F)S(=O)(=O)C1=CC=C(C)C=C1